2-(dimethyl-(phenyl)silyl)-N,N-dimethyl-3-phenyl-3-(pyridine-2-yl)-propan-1-amine C[Si](C(CN(C)C)C(C1=NC=CC=C1)C1=CC=CC=C1)(C1=CC=CC=C1)C